CC1=C(C=C(C(=O)NC2=CC(=CC(=C2)C(F)(F)F)N2C=NC(=C2)CC)C=C1)NC1=NC=CC(=N1)C=1C=NC=CC1 4-methyl-N-[3-(4-ethyl-1H-imidazol-1-yl)-5-(trifluoromethyl)phenyl]-3-[[4-(3-pyridinyl)-2-pyrimidinyl]amino]benzamide